2-[[propylhydroxyphosphinyl]oxy]glutaric acid C(CC)P(=O)(OC(C(=O)O)CCC(=O)O)O